(R)-1-benzyl-N-(7-(piperazin-1-yl)chroman-3-yl)-1H-pyrrolo[2,3-b]pyridine-5-carboxamide C(C1=CC=CC=C1)N1C=CC=2C1=NC=C(C2)C(=O)N[C@H]2COC1=CC(=CC=C1C2)N2CCNCC2